N1=C(C=NC(=C1)C(=O)OC)C(=O)OC dimethyl pyrazine-2,5-dicarboxylate